8-bromo-2,4-dichloro-6-fluoro-quinazoline BrC=1C=C(C=C2C(=NC(=NC12)Cl)Cl)F